(3S,4R)-4-((5-chloro-4-(3-ethyl-7-fluoro-3-methyl-2,3-dihydrobenzofuran-5-yl)pyrimidin-2-yl)amino)tetrahydro-2H-pyran-3-ol ClC=1C(=NC(=NC1)N[C@H]1[C@@H](COCC1)O)C=1C=C(C2=C(C(CO2)(C)CC)C1)F